OCCCCCOC1=C2CN(C(C2=CC=C1)=O)C1C(N(C(CC1)=O)COCC[Si](C)(C)C)=O 3-(4-((5-hydroxypentyl)oxy)-1-oxoisoindolin-2-yl)-1-((2-(trimethylsilyl)ethoxy)methyl)piperidine-2,6-dione